5-fluoro-N-((S)-1-(3-fluoropropyl)pyrrolidin-3-yl)-6-((5S,7R)-7-methyl-6-(2,2,2-trifluoroethyl)-5,6,7,8-tetrahydro-[1,3]dioxolano[4,5-g]isoquinolin-5-yl)pyridin-3-amine FC=1C=C(C=NC1[C@H]1N([C@@H](CC=2C=C3C(=CC12)OCO3)C)CC(F)(F)F)N[C@@H]3CN(CC3)CCCF